Sodium (S)-N-((2-isopropyl-2,4,5,6-tetrahydrocyclopenta[c]pyrazol-3-yl)carbamoyl)-6-methoxy-6,7-dihydro-5H-pyrazolo[5,1-b][1,3]oxazine-3-sulfonamide C(C)(C)N1N=C2C(=C1NC(=O)NS(=O)(=O)C=1C=NN3C1OC[C@H](C3)OC)CCC2.[Na]